4-(2-oxo-3-bornylidenemethyl)benzenesulfonic acid O=C1C2(CCC(C1=CC1=CC=C(C=C1)S(=O)(=O)O)C2(C)C)C